6-Chloro-2-(2-methoxybenzyl)-5-(2-methoxyphenoxy)pyrimidin-4-amine ClC1=C(C(=NC(=N1)CC1=C(C=CC=C1)OC)N)OC1=C(C=CC=C1)OC